N[C@H](C(=O)O)CCCCNC(=O)N1CCN(CC1)CC(=O)O (2S)-2-amino-6-{[4-(carboxymethyl)piperazine-1-carbonyl]amino}hexanoic acid